O(CC1=C(OC=C1)C(=O)O)CC1=C(OC=C1)C(=O)O 5'-[oxybis(methylene)]bis[2-furoic acid]